ClCC1=NOC(=C1C(F)(F)F)C (chloromethyl)-5-methyl-4-(trifluoromethyl)isoxazole